C(C)(C)(C)C(C(C(=O)OCC(CO)(CO)CO)(O)C(C)(C)C)C1=CC=CC=C1 pentaerythritol (di-t-butyl hydroxyhydrocinnamate)